5-bromo-7-chloro-2-(trifluoromethyl)imidazo[1,2-c]pyrimidine BrC1=NC(=CC=2N1C=C(N2)C(F)(F)F)Cl